methyl 2,9,9-trimethyl-8,9-dihydro-7H-cyclopenta[d]imidazo[1,2-b]pyridazine-7-carboxylate CC=1N=C2N(N=CC3=C2C(CC3C(=O)OC)(C)C)C1